FC=1C=C(C=CC1O)N1N=NC(=C1)C1=NC2=CC=C(C=C2C=C1)OCCCC(=O)O 4-((2-(1-(3-fluoro-4-hydroxyphenyl)-1H-1,2,3-triazol-4-yl)quinolin-6-yl)oxy)butyric acid